5-amino-1-methyl-N'-phenyl-1H-pyrazole NC1=CCN(N1C)C1=CC=CC=C1